(R)-N-((S)-1-(4-(4-isopropyl-5-(8-methoxy-[1,2,4]triazolo[1,5-a]pyridin-6-yl)-1H-pyrazol-3-yl)phenyl)ethyl)-N-methyl-2-(methyl(oxetan-3-yl)amino)propanamide C(C)(C)C=1C(=NNC1C=1C=C(C=2N(C1)N=CN2)OC)C2=CC=C(C=C2)[C@H](C)N(C([C@@H](C)N(C2COC2)C)=O)C